3-[(4-methoxyphenyl)methyl]Hexahydropyrimidine 2-methylpropionate CC(C(=O)O)C.COC1=CC=C(C=C1)CN1CNCCC1